3-(2-(5-(4-hydroxybenzylidene)-3-(2,4-dimethylphenyl)-4-oxothiazolidin-2-ylidene)hydrazono)-5-bromo-1H-indol-2-one OC1=CC=C(C=C2C(N(C(S2)=NN=C2C(NC3=CC=C(C=C23)Br)=O)C2=C(C=C(C=C2)C)C)=O)C=C1